5,6,7-trifluoroindoline-2,3-dione FC=1C=C2C(C(NC2=C(C1F)F)=O)=O